(5r,8s)-N-(2,4-dichloro-6-methylbenzyl)-8-hydroxy-5,6,7,8-tetrahydroquinoline-5-carboxamide ClC1=C(CNC(=O)[C@H]2C=3C=CC=NC3[C@H](CC2)O)C(=CC(=C1)Cl)C